tributyltri(t-butoxy)tin C(CCC)C(C(C)(C)O[Sn](OC(C)(C)C)OC(C)(C)C)(CCCC)CCCC